NN1C(N=NC1=O)C(C)C 4-amino-3-isopropyl-1,2,4-triazoline-5-one